C(\C=C\C1=CC(O)=C(O)C=C1)(=O)O.C(CCCCC)N1CN(C=C1)C 1-hexyl-3-methylimidazole caffeic acid salt